O=C1NC(CCC1N1C(N(C2=C1C=CC(=C2)N2CCC(CC2)(O)CC(=O)NC2=CC1=CC(=C(C(=C1C=C2)F)N2S(NC(C2)=O)(=O)=O)O)C)=O)=O 2-[1-[1-(2,6-dioxo-3-piperidyl)-3-methyl-2-oxo-benzimidazol-5-yl]-4-hydroxy-4-piperidyl]-N-[5-fluoro-7-hydroxy-6-(1,1,4-trioxo-1,2,5-thiadiazolidin-2-yl)-2-naphthyl]acetamide